2,2'-bis(2-imidazoline-2-yl)-2,2'-azopropane dihydrochloride Cl.Cl.N1C(=NCC1)C(C)(C)N=NC(C)(C)C=1NCCN1